COCCON(C(C#C)=O)C N-(2-Methoxyethoxy)-N-methylpropiolamide